5-ethyl-1H-pyrrol-3-thiol C(C)C1=CC(=CN1)S